F[C@@H]1[C@@H]([C@@H](N(C1)C(C(C)(C)O)=O)CC=1C(=C(C=CC1)C1=C(C(=CC=C1)F)F)F)NS(=O)(=O)CC N-{(2S,3R,4S)-4-fluoro-1-(2-hydroxy-2-methylpropanoyl)-2-[(2,2',3'-trifluoro[1,1'-biphenyl]-3-yl)methyl]pyrrolidin-3-yl}ethanesulfonamide